CC1=C(C(=CC=C1)C)NC(=O)C 2,6-dimethylacetanilide